C1(CC1)C1=NN(C(=N1)[C@H]1C[C@@H](CC1)N1CC2(CS(C2)(=O)=O)CC1)C(C)C 6-((1R,3R)-3-(3-cyclopropyl-1-isopropyl-1H-1,2,4-triazol-5-yl)cyclopentyl)-2-thia-6-azaspiro[3.4]octane 2,2-dioxide